2-{5-[bis-(2-hydroxyethyl)-amino]-pyridin-2-ylamino}-6-bromo-8-cyclopentyl-5-methyl-8H-pyrido[2,3-d]Pyrimidin-7-one OCCN(C=1C=CC(=NC1)NC=1N=CC2=C(N1)N(C(C(=C2C)Br)=O)C2CCCC2)CCO